trans-tert-butyl 3-(4-(4-amino-3-(4-phenoxyphenyl)-1H-pyrazolo[3,4-d]pyrimidin-1-yl)-3-fluoropiperidin-1-yl)azetidine-1-carboxylate NC1=C2C(=NC=N1)N(N=C2C2=CC=C(C=C2)OC2=CC=CC=C2)[C@H]2[C@@H](CN(CC2)C2CN(C2)C(=O)OC(C)(C)C)F